(1-benzyl-4-(chloromethyl)piperidin-4-yl)(5-(3,5-difluorophenyl)-4,5-dihydro-1H-pyrazol-1-yl)methanone tert-Butyl-2-(4-(3-amino-4-chlorophenyl)piperazin-1-ylsulfonyl)ethylcarbamate C(C)(C)(C)N(C(O)=O)CCS(=O)(=O)N1CCN(CC1)C1=CC(=C(C=C1)Cl)N.C(C1=CC=CC=C1)N1CCC(CC1)(CCl)C(=O)N1N=CCC1C1=CC(=CC(=C1)F)F